ethyl-9'-phenyl-5',9'-dihydro-4'H-spiro[cyclohexane-1,6'-thiazolo[4,5-b]quinolin]-8'(7'H)-one C(C)C=1SC2=C(NC=3CC4(CC(C3C2C2=CC=CC=C2)=O)CCCCC4)N1